2-(4-(methoxymethyl)-1H-indol-3-yl)-N,N-dimethylethan-1-amine COCC1=C2C(=CNC2=CC=C1)CCN(C)C